FC1=NC=CC(=C1)NC(CC(=O)OCC)=O Ethyl 3-((2-fluoropyridin-4-yl) amino)-3-oxopropanoate